FC(C=1C=C(CC2=CC(=NC=C2)N2N=C(C(=C2)C(=O)OCC)C)C=C(C1)F)F ethyl 1-(4-(3-(difluoromethyl)-5-fluorobenzyl)pyridin-2-yl)-3-methyl-1H-pyrazole-4-carboxylate